N-(4-((4-(4-cyano-6-methylpyrimidin-2-yl)piperazin-1-yl)sulfonyl)phenyl)-2-((2-oxoimidazolidin-1-yl)methyl)benzamide C(#N)C1=NC(=NC(=C1)C)N1CCN(CC1)S(=O)(=O)C1=CC=C(C=C1)NC(C1=C(C=CC=C1)CN1C(NCC1)=O)=O